COC1=CC=C(C=C1)C1=NOC(=N1)C=1N=CC(=NC1)OC1=CC=C2C=C(N(C2=C1)C)C(=O)N1CCN(CC1)CC1=CC=C(C=C1)OCC(F)(F)F (6-((5-(3-(4-methoxyphenyl)-1,2,4-oxadiazol-5-yl)pyrazin-2-yl)oxy)-1-methyl-1H-indol-2-yl)(4-(4-(2,2,2-trifluoroethoxy)benzyl)piperazin-1-yl)methanone